[Zn].[Sn].[In].[Bi] bismuth indium-tin-zinc